N-((2,6-dihydroxy-3'-methyl-4-pentyl-[1,1'-biphenyl]-3-yl)sulfonyl)benzamide OC1=C(C(=CC(=C1S(=O)(=O)NC(C1=CC=CC=C1)=O)CCCCC)O)C1=CC(=CC=C1)C